(1S,2S)-N-(4-(2,6-dimethoxyphenyl)-5-(methoxymethyl)-4H-1,2,4-triazol-3-yl)-1-isopropoxy-1-(5-methylpyrimidin-2-yl)propane-2-sulfonamide COC1=C(C(=CC=C1)OC)N1C(=NN=C1COC)NS(=O)(=O)[C@H]([C@H](C1=NC=C(C=N1)C)OC(C)C)C